5-bromo-6-fluoro-1,3-dihydro-2H-inden-2-one BrC=1C=C2CC(CC2=CC1F)=O